SCCC[Si](OCC)(OCC)C gamma-mercapto-propylmethyldiethoxysilane